N-(3-methoxy-1-methyl-1H-pyrazol-4-yl)-5-methyl-4-(7-nitro-1H-indol-3-yl)-2-pyrimidinamine COC1=NN(C=C1NC1=NC=C(C(=N1)C1=CNC2=C(C=CC=C12)[N+](=O)[O-])C)C